(S)-1-(t-butoxycarbonyl)-2,5-dihydro-1H-pyrrole-2-carboxylic acid C(C)(C)(C)OC(=O)N1[C@@H](C=CC1)C(=O)O